N-[(2S)-1-(3-fluoropropoxy)-4-methylpent-2-yl]-6-{[3-(hydroxymethyl)oxetan-3-yl]methoxy}-5-(3-methoxyazetidin-1-yl)pyridine-2-carboxamide FCCCOC[C@H](CC(C)C)NC(=O)C1=NC(=C(C=C1)N1CC(C1)OC)OCC1(COC1)CO